6-(4-(trifluoromethyl)phenyl)-2-azaspiro[3.4]octene 2,2,2-trifluoroacetate FC(C(=O)O)(F)F.FC(C1=CC=C(C=C1)C1CC2(CN=C2)CC1)(F)F